C(CCCCCCC)(SCC\C=C\[C@H]1OC([C@@H](NC(C(NC(C2=CSC(CNC(C1)=O)=N2)=O)(C)C)=O)C(C)C)=O)=O S-((E)-4-((7S,10S)-7-isopropyl-4,4-dimethyl-2,5,8,12-tetraoxo-9-oxa-16-thia-3,6,13,18-tetraazabicyclo[13.2.1]octadeca-1(17),15(18)-dien-10-yl)but-3-en-1-yl) octanethioate